N1(CCC2=NC=CC=C21)C(=O)N2C[C@H](CCC2)N(C)CCC(C)C (S)-(2,3-dihydro-1H-pyrrolo[3,2-b]pyridin-1-yl)(3-(isopentyl(methyl)amino)piperidin-1-yl)methanone